CN1C(=NC=C1)C1=CC(=C(C=C1)NC(OC(C)(C)C)=O)NC(=O)C=1C=NC2=CC(=CC=C2C1)N1CCN(CC1)C tert-Butyl 4-(1-methyl-1H-imidazol-2-yl)-2-(7-(4-methylpiperazin-1-yl)quinoline-3-carboxamido)phenylcarbamate